ClC1=CC2=C(N=C(N=C2N[C@H](C)C2=C(C(=CC=C2)C(F)F)F)C)N=C1 (R)-6-chloro-N-(1-(3-(difluoromethyl)-2-fluorophenyl)ethyl)-2-methylpyrido[2,3-d]pyrimidin-4-amine